dimethyl 4-bromo-5-fluorophthalate BrC=1C=C(C(C(=O)OC)=CC1F)C(=O)OC